methyl-paraben (methyl p-hydroxybenzoate) CC1=C(C(=O)O)C=CC(=C1)O.COC(=O)C1=CC=C(O)C=C1